5-[[5-[4-Chloro-2-hydroxy-6-(methoxymethyl)phenyl]oxazolo[4,5-b]pyridin-2-yl]amino]-1-methyl-piperidin-3-ol ClC1=CC(=C(C(=C1)COC)C1=CC=C2C(=N1)N=C(O2)NC2CC(CN(C2)C)O)O